FC1(C[C@H](N(CCC1)C(=O)OC(C)(C)C)CO)F tert-butyl (2S)-4,4-difluoro-2-(hydroxymethyl)azepane-1-carboxylate